5-(3-methoxy-4-nitrophenyl)-1-methyl-1H-pyrazole COC=1C=C(C=CC1[N+](=O)[O-])C1=CC=NN1C